C(C)OC(=O)C=1NC(=CC1)C(=O)N1C(C(NC2=C(C1)C=CC=C2)=O)C(C)CC 5-(3-(sec-butyl)-2-oxo-2,3,4,5-tetrahydro-1H-benzo[1,4]diazepine-4-carbonyl)-1H-pyrrole-2-carboxylic acid ethyl ester